S=C1N(CC2=CC(=CC=C12)CN1CCC(CC1)C1=CC(=CC=C1)C(F)(F)F)C1C(NC(CC1)=O)=O 3-(1-thioxo-5-((4-(3-(trifluoromethyl)phenyl)piperidin-1-yl)methyl)isoindolin-2-yl)piperidine-2,6-dione